((S)-1-(3-((3-(difluoromethyl)-1-((1R,4S)-4-(hydroxymethyl)cyclohexyl)-tert-butyl 1H-pyrazol-4-yl)carbamoyl)pyrazolo[1,5-a]pyrimidin-5-yl)piperidin-3-yl)carboxylate FC(C1=NN(C(=C1NC(=O)C=1C=NN2C1N=C(C=C2)N2C[C@H](CCC2)C(=O)[O-])C(C)(C)C)C2CCC(CC2)CO)F